benzyl 2-(methylthio)-4-(trifluoromethylsulfonyloxy)-5,6-dihydropyrido[3,4-d]pyrimidine-7(8H)-carboxylate CSC=1N=C(C2=C(N1)CN(CC2)C(=O)OCC2=CC=CC=C2)OS(=O)(=O)C(F)(F)F